7-chloro-6-fluoro-4-methyl-9-(1-methylpyrazol-3-yl)-2,3,4,5-tetrahydro-1H-pyrido[4,3-b]indole ClC=1C=C(C=2C3=C(NC2C1F)C(CNC3)C)C3=NN(C=C3)C